C(C1=CC=CC=C1)NC(C(=C1NC2=CC=CC=C2N=C1N1CCNCC1)C#N)=O benzyl-2-cyano-2-(3-(piperazin-1-yl)quinoxalin-2(1H)-ylidene)acetamide